ClC1=C(C(=O)NC=2[Se]C(=CN2)C(=O)NC2=C(C=CC=C2)C)C=CC=C1 2-(2-chlorobenzoylamino)-N-(2-methylphenyl)-1,3-selenazol-5-carboxamide